butyl-(diphenyl)-phosphine oxide C(CCC)P(C1=CC=CC=C1)(C1=CC=CC=C1)=O